COC1=NC2=CC=CC=C2C=C1C1=CC=CC=N1 6-(2-methoxyquinolin-3-yl)pyridin